tert-butyl (3S)-4-[7-chloro-1-(4-cyano-2,6-dimethyl-phenyl)-6-fluoro-2-oxo-pyrido[2,3-d]pyrimidin-4-yl]-3-methyl-piperazine-1-carboxylate ClC=1C(=CC2=C(N(C(N=C2N2[C@H](CN(CC2)C(=O)OC(C)(C)C)C)=O)C2=C(C=C(C=C2C)C#N)C)N1)F